CN(CCC1=CN(C=2C=CC=C(C12)O)C1COC1)C 3-(2-(dimethylamino)ethyl)-1-(oxetan-3-yl)-1H-indol-4-ol